2-Chloro-N-(3-chloro-2-cyanophenyl)-5-(trans-2,2-dichloro-3-(3,5-dichlorophenyl)cyclopropane-1-carboxamido)benzamide ClC1=C(C(=O)NC2=C(C(=CC=C2)Cl)C#N)C=C(C=C1)NC(=O)[C@@H]1C([C@H]1C1=CC(=CC(=C1)Cl)Cl)(Cl)Cl